CC=1C=[N+](C=CC1)CCCS(=O)(=O)O 3-methyl-1-(3-sulfopropyl)pyridinium